FC(CC[C@H]1CN(C2=C(S([C@H]1F)(=O)=O)C=C(C(=C2)C(F)(F)F)O)C2=CC=C(C=C2)F)(C)F |r| rac-(2R,3S)-3-(3,3-difluorobutyl)-2-fluoro-5-(4-fluorophenyl)-8-hydroxy-7-(trifluoromethyl)-2,3,4,5-tetrahydrobenzo[b][1,4]thiazepine 1,1-dioxide